C-[1-(1-methyl-1H-imidazol-4-ylmethyl)-1H-indol-6-yl]-methylamine CN1C=NC(=C1)CN1C=CC2=CC=C(C=C12)CN